(S)-3-(3-((allyloxy)carbonyl)phenyl)-2-aminopropanoic acid C(C=C)OC(=O)C=1C=C(C=CC1)C[C@@H](C(=O)O)N